O=C1NN=CC2=CC(=CC=C12)B(O)O (1-oxo-1,2-dihydrophthalazin-6-yl)boronic acid